(1S)-6-fluoro-N-(2-(4-(5-fluoropyridin-2-yl)-1,9-dioxaspiro[5.5]undecan-4-yl)ethyl)-2,3-dihydro-1H-inden-1-amine FC1=CC=C2CC[C@@H](C2=C1)NCCC1(CCOC2(C1)CCOCC2)C2=NC=C(C=C2)F